CC1=C(C(=C(C=C1C)C)C)C1=C(C(=CC=C1)C1=C(C(=CC(=C1C)C)C)C)P1C2(CCCCC2)CC(CC12CCCCC2)=O 7-[2,6-bis(2,3,5,6-tetramethylphenyl)phenyl]-7-phosphadispiro[5.1.58.36]Hexadecan-15-one